FC1(C[C@@]2(CC1)S(C[C@](NC2=N)(C2=CC1=C(SC3=C1C=C(C=C3)C#CC)C=C2)C)(=O)=O)F (5R,8R)-2,2-Difluoro-10-imino-8-methyl-8-(8-(prop-1-yn-1-yl)dibenzo[b,d]thiophen-2-yl)-6-thia-9-azaspiro[4.5]decane 6,6-dioxide